Cl.Cl.NC[C@]1(CN2CCC1CC2)O (1S,3R,4S)-3-(aminomethyl)quinuclidin-3-ol dihydrochloride